N-Acetylmannosamine 1-phosphate P(=O)(O)(O)OC1[C@@H](NC(C)=O)[C@@H](O)[C@H](O)[C@H](O1)CO